C1(CC1)C([C@@H](C=1N=C2N(N=CC(=N2)[C@@H]2N(CCOC2)C(=O)[C@H]2OCC(CC2)(F)F)C1)NC(=O)C1=NON=C1C)C1CC1 N-[(1S)-2,2-Dicyclopropyl-1-(3-{(3S)-4-[(2S)-5,5-difluorotetrahydropyran-2-carbonyl]-morpholin-3-yl}imidazo[1,2-b][1,2,4]triazin-6-yl)ethyl]-4-methyl-1,2,5-oxadiazole-3-carboxamide